4-(((1r,4r)-4-aminocyclohexyl)oxy)-2-chloro-3-methylbenzonitrile hydrochloride Cl.NC1CCC(CC1)OC1=C(C(=C(C#N)C=C1)Cl)C